2-(((R)-1-(2-(((R)-1-cyclopropylethyl)amino)-3,7-dimethyl-4-oxo-4H-pyrido[1,2-a]pyrimidin-9-yl)ethyl)amino)benzoic acid C1(CC1)[C@@H](C)NC=1N=C2N(C(C1C)=O)C=C(C=C2[C@@H](C)NC2=C(C(=O)O)C=CC=C2)C